2-(5-((1-Methylpiperidin-4-yl)oxy)picolinoyl)-N-(3-methylpyridin-2-yl)hydrazinecarbothioamide CN1CCC(CC1)OC=1C=CC(=NC1)C(=O)NNC(NC1=NC=CC=C1C)=S